3-((4-amino-5,7-dimethylpyrido[2,3-d]pyrimidin-2-yl)amino)propanal NC=1C2=C(N=C(N1)NCCC=O)N=C(C=C2C)C